methyl 2-chloro-3-methoxy-4-methylsulfanyl-benzoate ClC1=C(C(=O)OC)C=CC(=C1OC)SC